FC1=CC=C(C=C1)C=1N=C(NC1)C1NCCCC1 2-(4-(4-fluorophenyl)-1H-imidazol-2-yl)piperidin